(R)-2-((3-butyl-3-ethyl-5-(4-fluorophenyl)-7-(methylsulfanyl)-1,1-dioxido-2,3,4,5-tetrahydro-1,5-benzothiazepin-8-yl)oxy)acetic acid C(CCC)[C@]1(CS(C2=C(N(C1)C1=CC=C(C=C1)F)C=C(C(=C2)OCC(=O)O)SC)(=O)=O)CC